C(C)(C)(C)N1CC(C1)C1=CC=CC=2N(C(N(C21)C)=O)C2C(NC(CC2)=O)=O tert-butyl-3-(1-(2,6-dioxopiperidin-3-yl)-3-methyl-2-oxo-2,3-dihydro-1H-benzo[d]imidazol-4-yl)azetidine